6-((1H-indazol-4-yl)methyl)-2-(hydroxy(1H-pyrazol-3-yl)methyl)-4-methyl-4,6-dihydro-5H-thiazolo[5',4':4,5]pyrrolo[2,3-d]pyridazin-5-one N1N=CC2=C(C=CC=C12)CN1N=CC2=C(C1=O)N(C1=C2SC(=N1)C(C1=NNC=C1)O)C